C(CCCCCCCCCCC)N.P(=O)(OCCCC)(OCCCCCC(C)C)O Butyl isooctyl phosphate laurylamine salt